(difluoro)boron F[B]F